O=C1N(C(=NC2=NC=CN=C12)SCC(=O)NC=1SC=C(N1)C1=CSC=C1)CCC1=CC=CC=C1 2-((4-Oxo-3-phenethyl-3,4-dihydropteridin-2-yl)thio)-N-(4-(thiophen-3-yl)thiazol-2-yl)acetamide